C(CC=C)NC1CCC(CC1)(F)F N-(But-3-en-1-yl)-4,4-difluorocyclohexan-1-amine